O=C1C(=C2C=CC=CC2=C2C(C(=C3C=CC=CC3=C21)OC(CCCCCC)=O)=O)OC(CCCCCC)=O 5,11-dioxo-6,12-bis(heptanoyloxy)naphthonaphthalene